3,9-bis(2-hydroxyethyl)-2,4,8,10-tetraoxaspiro(5.5)undecane OCCC1OCC2(CO1)COC(OC2)CCO